NC1=NC(=C(C=2N1C(N(N2)C[C@@H]2N(CC(C2)(F)F)C)=O)C2=CC(=NC(=C2)C)C)C2=CC=CC=C2 5-amino-2-[[(2R)-4,4-difluoro-1-methyl-pyrrolidin-2-yl]methyl]-8-(2,6-dimethyl-4-pyridinyl)-7-phenyl-[1,2,4]triazolo[4,3-c]pyrimidin-3-one